OC1=CC(N2[C@@H](C=CC2=C1)C(=O)OC)=O (3S)-methyl 7-hydroxy-5-oxo-indolizine-3-carboxylate